C(C)(C)(C)OC(=O)NC1=C(C=C(C=C1)N1CC2(C1)CCN(CC2)C(=O)OC(C)(C)C)[N+](=O)[O-] tert-butyl 2-(4-((tert-butoxycarbonyl)amino)-3-nitrophenyl)-2,7-diazaspiro[3.5]nonane-7-carboxylate